C(CCCCCCCCCCCCCCCCCCCCCC)(=O)OCCCCCCCC\C=C/CCCCCCCC Oleyl tricosylate